t-Butyl (1-(2-amino-4-fluorophenyl)pyrrolidin-3-yl)carbamate NC1=C(C=CC(=C1)F)N1CC(CC1)NC(OC(C)(C)C)=O